6-[(4-hydroxy-2,6-dimethyl-phenyl)methyl]-3,4-dihydro-1H-quinolin-2-one-1-d OC1=CC(=C(C(=C1)C)CC=1C=C2CCC(N(C2=CC1)[2H])=O)C